(3Z)-2-oxo-3-(1H-pyrrol-2-ylmethylidene)-1H-indol O=C\1NC2=CC=CC=C2/C1=C/C=1NC=CC1